(6-vinyl-pyrazin-2-yl)piperidine-4-carboxylic acid ethyl ester C(C)OC(=O)C1CCN(CC1)C1=NC(=CN=C1)C=C